(2S)-3-(8-(5-chloro-2-methylphenylsulfonyl)-1-oxa-8-azaspiro[4.5]decan-3-ylamino)-2-hydroxypropoxy-N-methylbenzenesulfonamide ClC=1C=CC(=C(C1)S(=O)(=O)N1CCC2(CC(CO2)NC[C@@H](COC2=C(C=CC=C2)S(=O)(=O)NC)O)CC1)C